4,N4',N4'-triphenyl-[1,1'-biphenyl]-4,4'-Bisamine C1(=CC=CC=C1)C1(CC=C(C=C1)C1=CC=C(C=C1)N(C1=CC=CC=C1)C1=CC=CC=C1)N